ClC1=C(C(=O)N[C@@H]2CN(C[C@@H]2F)C(=O)C2CC(C2)F)C=CC=C1F 2-chloro-3-fluoro-N-[(3R,4S)-4-fluoro-1-(3-fluorocyclobutanecarbonyl)pyrrolidin-3-yl]benzamide